BrC1=C(C=CC=C1)P(C1=CC=CC=C1)C1=CC=CC=C1.CC1=CC2=CC=CC=C2C=C1 2-methylnaphthalene bromotriphenylphosphine salt